N-(4-(benzo[d]thiazol-2-yl)phenyl)-5-pentylpicolinamide S1C(=NC2=C1C=CC=C2)C2=CC=C(C=C2)NC(C2=NC=C(C=C2)CCCCC)=O